ClC1=C(C=CC=C1C1=C(C(=NC=C1)C1=CC(=C(C=C1)CNC1CCOCC1)OC)Cl)C1=CC=C(C(=N1)OC)CNC1CCN(CC1)C(C)=O 1-(4-(((6-(2-chloro-3-(3-chloro-2-(3-methoxy-4-(((tetrahydro-2H-pyran-4-yl)amino)methyl)phenyl)pyridin-4-yl)phenyl)-2-methoxypyridin-3-yl)methyl)amino)piperidin-1-yl)ethan-1-one